O1C(=CC=C1)C([Se]C=1C=NC(=CC1)OC)=O Se-(6-methoxypyridin-3-yl) furan-2-carboselenoate